OC1C2CN(CC1C2)C(=O)OC(C)(C)C tert-butyl 6-hydroxy-3-azabicyclo[3.1.1]heptane-3-carboxylate